OC(CC(=O)O)C.OC(CC(=O)OC(C)(C)C)C tert-butyl 3-hydroxybutyrate (3-Hydroxybutyrate)